Cl.CS(=O)(=O)C1=CC=C(C=C1)NC1=NC=C2C(=N1)N(N=C2)CC2CCNCC2 N-(4-(methylsulfonyl)phenyl)-1-(piperidin-4-ylmethyl)-1H-pyrazolo[3,4-d]pyrimidin-6-amine hydrochloride